CN(CC1CNCC1)C N,N-dimethyl-1-pyrrolidin-3-yl-methanamine